ClC1=C(C(=CC=C1)C1=NC2=C(N1)C=C(C(=C2)OC)OC)C=2C(=CC(=CC2)C(N[C@H](CCC)C2=CC=CC=C2)=O)C(=O)O (S)-2'-chloro-6'-(5,6-dimethoxy-1H-1,3-benzodiazol-2-yl)-4-{[(1R)-1-phenylbutyl]carbamoyl}-[1,1'-biphenyl]-2-carboxylic acid